9,9-bis(8-hydroxy-2-anthryl)fluorene OC=1C=CC=C2C=C3C=CC(=CC3=CC12)C1(C2=CC=CC=C2C=2C=CC=CC12)C1=CC2=CC3=C(C=CC=C3C=C2C=C1)O